5-([1,2,4]triazolo[1,5-a]pyridin-6-yl)-N-(3-chloro-4-fluorophenyl)-1-(6-methylpyridin-2-yl)-1H-pyrazole-3-carboxyamide N=1C=NN2C1C=CC(=C2)C2=CC(=NN2C2=NC(=CC=C2)C)CC(=O)NC2=CC(=C(C=C2)F)Cl